C(C)(=O)ON=C(N)C=1C=C(SC1)CNC(OC(C)(C)C)=O tert-butyl ((4-(N'-acetoxycarbamimidoyl)thiophen-2-yl)methyl)carbamate